3-isopropyl-5-(4-(1-((6-methyl-5-(4-(methylsulfonyl)phenyl)thiazolo[5,4-b]pyridin-2-yl)oxy)ethyl)piperidin-1-yl)-1,2,4-oxadiazol C(C)(C)C1=NOC(=N1)N1CCC(CC1)C(C)OC=1SC2=NC(=C(C=C2N1)C)C1=CC=C(C=C1)S(=O)(=O)C